3-(4-hydroxyphenyl)-N-[1-methyl-3-(trifluoromethyl)-1H-pyrazol-5-yl]quinoline-7-carboxamide OC1=CC=C(C=C1)C=1C=NC2=CC(=CC=C2C1)C(=O)NC1=CC(=NN1C)C(F)(F)F